1-(tert-butyloxycarbonyl)-4-(3-(cyclopropylmethoxy)-4-(difluoromethoxy)phenyl)-2,5-dihydro-1H-pyrrole-2-carboxylic acid C(C)(C)(C)OC(=O)N1C(C=C(C1)C1=CC(=C(C=C1)OC(F)F)OCC1CC1)C(=O)O